C1=CC=CC=2OC3=CC=CC=C3N(C12)C1=CC=C(C=C1)C1=CC=2NC3=CC=CC=C3C2C=C1C=1C=CC=2NC3=CC=CC=C3C2C1C1=CC=CC=C1 2-[4-(10H-phenoxazin-10-yl)phenyl]-4'-phenyl-9H,9'H-3,3'-bicarbazole